ClC=1C=CC(=C(C1)NC(C1=C(C=CC=C1)OC1=CC=C(C=C1)F)=O)\C=C\C(NO)=O N-{5-chloro-2-[(1E)-2-(hydroxycarbamoyl)eth-1-en-1-yl]phenyl}-2-(4-fluorophenoxy)benzamide